ClC=1C=NC(=NC1)C1=NN=C(O1)CN(C(CC1=C(C=C(C=C1)C1CC1)C(F)(F)F)=O)C1=CC=C(C=C1)F N-((5-(5-chloropyrimidin-2-yl)-1,3,4-oxadiazol-2-yl)methyl)-2-(4-cyclopropyl-2-(trifluoromethyl)phenyl)-N-(4-fluorophenyl)acetamide